COC(C1=CC=C(C=C1)[S@@]1(=N[C@H](CC1)C1=CC=CC=C1)=O)=O |r| rac-4-((1s,3r)-1-oxo-3-phenyl-4,5-dihydro-3H-1λ6-isothiazol-1-yl)benzoic acid methyl ester